(2S,3R,4R,5S,6R)-2-[3-(3,4-Dihydro-2H-benzo[1,4]oxazin-6-ylmethyl)-4-fluoro-phenyl]-6-hydroxymethyl-tetrahydro-pyran-3,4,5-triol O1CCNC2=C1C=CC(=C2)CC=2C=C(C=CC2F)[C@@H]2O[C@@H]([C@H]([C@@H]([C@H]2O)O)O)CO